5'-fluoro-2-methyl-2'-((4-(7-((2-oxo-2,3-dihydro-1H-benzo[d]imidazol-5-yl)methyl)-2,7-diazaspiro[4.4]nonan-2-yl)pyrimidin-5-yl)oxy)-[1,1'-biphenyl]-4-carbonitrile FC=1C=CC(=C(C1)C1=C(C=C(C=C1)C#N)C)OC=1C(=NC=NC1)N1CC2(CC1)CN(CC2)CC2=CC1=C(NC(N1)=O)C=C2